C(C)(C)(C)OC(=O)NCCCNC1=C2CN(CC2=CC=C1)[C@H](C(=O)OC)C1=CC=CC=C1 methyl (S)-2-(4-((3-((tert-butoxycarbonyl)amino)propyl)amino)isoindolin-2-yl)-2-phenylacetate